OC1=C(C(=O)O)C=C(C=C1)\N=N\C1=CC=C(C=C1)S(NC1=NC=CC=C1)(=O)=O 2-hydroxy-5-[(E)-2-{4-[(pyridin-2-yl)sulfamoyl]phenyl}diazen-1-yl]benzoic acid